BrC1=CC2=C(CC(O2)C2=CC(=CC=C2)OC)C=C1 6-bromo-2-(3-methoxyphenyl)-2,3-dihydro-1-benzofuran